ClC=1C(=NC(=NC1)C(=O)O)C=1C=CC=2N(C1)C=CN2 5-Chloro-4-(imidazo[1,2-a]pyridin-6-yl)pyrimidine-2-carboxylic acid